5-chloro-2-(difluoromethyl)-N-((1r,4r)-4-((3-(imidazo[1,2-a]pyridin-5-yl)-2-oxo-2,3-dihydro-1H-benzo[d]imidazol-1-yl)methyl)cyclohexyl)nicotinamide ClC=1C=NC(=C(C(=O)NC2CCC(CC2)CN2C(N(C3=C2C=CC=C3)C3=CC=CC=2N3C=CN2)=O)C1)C(F)F